2-(4,4-difluoropiperidin-1-yl)-N-(4-(N-(2-hydroxyethyl)sulfamoyl)-2-(6-azaspiro[2.5]octane-6-yl)phenyl)thiazole-4-carboxamide FC1(CCN(CC1)C=1SC=C(N1)C(=O)NC1=C(C=C(C=C1)S(NCCO)(=O)=O)N1CCC2(CC2)CC1)F